tertbutyl N-(4-chloro-3-cyano-7-fluoro-thieno[3,2-c]pyridin-2-yl)carbamate ClC1=NC=C(C2=C1C(=C(S2)NC(OC(C)(C)C)=O)C#N)F